N-(3,5-dichloro-4-(2,6-dioxopiperidin-3-yl)benzyl)-2-(5-(2-hydroxypropan-2-yl)pyrazin-2-yl)-2-methylpropanamide ClC=1C=C(CNC(C(C)(C)C2=NC=C(N=C2)C(C)(C)O)=O)C=C(C1C1C(NC(CC1)=O)=O)Cl